3-(2,6-di(9'H-[9,3':6',9''-tercarbazol]-9'-yl)pyridin-4-yl)phthalonitrile C1=CC=CC=2C3=CC=CC=C3N(C12)C=1C=CC=2N(C3=CC=C(C=C3C2C1)N1C2=CC=CC=C2C=2C=CC=CC12)C1=NC(=CC(=C1)C1=C(C(C#N)=CC=C1)C#N)N1C2=CC=C(C=C2C=2C=C(C=CC12)N1C2=CC=CC=C2C=2C=CC=CC12)N1C2=CC=CC=C2C=2C=CC=CC12